C(C)(C)(C)C1=CC=C(C=C1)C=1N=C2N(C=CC=C2)C1CN1CCN(CC1)C(=O)C1CCCC1 (4-{[2-(4-tert-butylphenyl)imidazo[1,2-a]pyridin-3-yl]methyl}piperazin-1-yl)(cyclopentyl)methanone